1-methyl-pyrrolidine CN1CCCC1